1,8-diisopropenylnaphthalene C(=C)(C)C1=CC=CC2=CC=CC(=C12)C(=C)C